BrC=1C(=NC(=CC1)C1=C(C(=NS1)C)CO)C#N 3-bromo-6-(4-(hydroxymethyl)-3-methylisothiazol-5-yl)cyanopyridine